1,1-dioxo-1λ6-thiolane-3-sulfonyl chloride O=S1(CC(CC1)S(=O)(=O)Cl)=O